ferrocenylpropionamide [C-]1(C=CC=C1)C(C(=O)N)C.[CH-]1C=CC=C1.[Fe+2]